F[C@H]1[C@@H](CNCC1)NC(OCCCC)=O butyl [(3R,4R)-4-fluoropiperidin-3-yl]carbamate